N[C@H](C(=O)O)CC1CNC1 (S)-2-amino-3-(azetidin-3-yl)propanoic acid